ClC=1C(=C(C=CC1F)[C@@H](NC(=O)[C@H]1NC(NC1)=O)C1CC(C1)(C)C)F (4S)-N-[(S)-(3-chloro-2,4-di-fluorophenyl)(3,3-dimethylcyclobutyl)methyl]-2-oxoimidazolidine-4-carboxamide